CN([C@H](CC1=C(C=CC=C1)Br)C(=O)O)C(=O)OC Methyl-2-bromo-N-(methoxycarbonyl)-D-phenylalanine